FC=1C=CC(=C(C1)C(CC#N)=O)C(F)(F)F 3-(5-fluoro-2-(trifluoromethyl)phenyl)-3-oxopropanenitrile